ClC1=C(CSC2=NN=C3N2C(=C(C(N3)=O)C)CCC)C(=CC=C1)F 3-[(2-chloro-6-fluorobenzyl)sulfanyl]-6-methyl-5-propyl[1,2,4]triazolo[4,3-a]pyrimidin-7(8H)-one